ClC=1C=C(C=NC1C1=NOC(=N1)CCCCO)NC(=O)NC=1C=NC=2N(C1C1CCCC1)N=CC2 N-{5-chloro-6-[5-(4-hydroxybutyl)-1,2,4-oxadiazol-3-yl]pyridin-3-yl}-N'-(7-cyclopentylpyrazolo[1,5-a]pyrimidin-6-yl)urea